tert-butyl 4-[3-chloro-4-(2,4-dioxohexahydropyrimidin-1-yl)-phenyl]piperazine-1-carboxylate ClC=1C=C(C=CC1N1C(NC(CC1)=O)=O)N1CCN(CC1)C(=O)OC(C)(C)C